CC[C@H](C1=CC=CC=C1)O (R)-(+)-1-phenyl-1-propanol